CC=1C=C2C=C(NC2=CC1OCC=1N=CSC1)CNC(=O)N1CCC1 N-((5-methyl-6-(thiazol-4-ylmethoxy)-1H-indol-2-yl)methyl)azetidine-1-carboxamide